C(C)OC(=O)C1=C(N=C(S1)NC1=NC(=CC(=N1)N1CC(CCC1)CO)N1CCN(CC1)C(C)C)C 2-[4-(3-hydroxymethylpiperidin-1-yl)-6-(4-dimethylmethylpiperazin-1-yl)-pyrimidin-2-ylamino]-4-methylthiazole-5-carboxylic acid ethyl ester